C=CC1=CC=CC=C1 (Z)-styrene